S(CCC(=O)OCCCCCCCCCCCCCC(C)C)CCC(=O)OCCCCCCCCCCCCCC(C)C di(isohexadecyl) thiodipropionate